(2R)-4-[2-Chloro-3-(2-fluorophenoxy)-6-nitrophenyl]-2-formylpiperazin-1-carboxylate ClC1=C(C(=CC=C1OC1=C(C=CC=C1)F)[N+](=O)[O-])N1C[C@@H](N(CC1)C(=O)[O-])C=O